1-((2S,3S,4S,5S)-5-((bis(4-methoxyphenyl)(phenyl)methoxy)methyl)-3-fluoro-4-hydroxytetrahydrofuran-2-yl)pyrimidine-2,4(1H,3H)-dione COC1=CC=C(C=C1)C(OC[C@H]1[C@@H]([C@@H]([C@H](O1)N1C(NC(C=C1)=O)=O)F)O)(C1=CC=CC=C1)C1=CC=C(C=C1)OC